N[C@H](C(=O)O)CCCC1=CC=C(C=C1)C[C@@H]1N(CCN(CCN(CCN(C1)CC(OC(C)(C)C)=O)CC(OC(C)(C)C)=O)CC(OC(C)(C)C)=O)CC(=O)OC(C)(C)C (S)-2-amino-5-(4-(((S)-1,4,7,10-tetrakis(2-(tert-butoxy)-2-oxoethyl)-1,4,7,10-tetraazacyclododecane-2-yl)methyl)phenyl)pentanoic acid